(4S)-1-((3-(4-(1-(2,6-dioxopiperidin-3-yl)-2-oxo-1,2-dihydrobenzo[cd]indol-5-yl)-1,4-diazepane-1-carboxamido)benzyl)sulfonyl)-2,2-dimethylpiperidin O=C1NC(CCC1N1C(C2=C3C(C=CC=C13)=C(C=C2)N2CCN(CCC2)C(=O)NC=2C=C(CS(=O)(=O)N1C(CCCC1)(C)C)C=CC2)=O)=O